C[C@@H]1CN(CCN1C)C1=CC(=C(C=C1C)NC=1N=C(C2=C(N1)NC=C2)NC=2C=CC=C1C=CN(C21)S(=O)(=O)C)OC (R)-N2-(4-(3,4-dimethylpiperazin-1-yl)-2-methoxy-5-methylphenyl)-N4-(1-(methylsulfonyl)indol-7-yl)-7H-pyrrolo[2,3-d]pyrimidine-2,4-diamine